2-((2-(2,2'-dichloro-3'-((3-(((R)-3-hydroxypyrrolidin-1-yl)methyl)-1,7-naphthyridin-8-yl)amino)-[1,1'-biphenyl]-3-yl)-4,5,6,7-tetrahydropyrazolo[1,5-a]pyridin-4-yl)amino)acetic acid ClC1=C(C=CC=C1C1=NN2C(C(CCC2)NCC(=O)O)=C1)C1=C(C(=CC=C1)NC=1N=CC=C2C=C(C=NC12)CN1C[C@@H](CC1)O)Cl